C(=C)[Si](O[Si](Cl)(Cl)CCC(F)(F)F)(C)C 1-vinyl-3-trifluoropropyl-1,1-dimethyl-3,3-dichloro-disiloxane